6-[5-[3-chloro-2-fluoro-5-(trifluoromethyl)phenyl]-5-(trifluoromethyl)-4H-isoxazol-3-yl]-4-methyl-pyridazine-3-carboxylic acid methyl ester COC(=O)C=1N=NC(=CC1C)C1=NOC(C1)(C(F)(F)F)C1=C(C(=CC(=C1)C(F)(F)F)Cl)F